2-(1-(2-(6-(Trifluoromethyl)imidazo[1,2-a]pyrazin-3-yl)pyrimidin-4-yl)piperidin-4-yl)ethan-1-ol FC(C=1N=CC=2N(C1)C(=CN2)C2=NC=CC(=N2)N2CCC(CC2)CCO)(F)F